C(C)(N[C@@H]1[C@@H](N(CC1)C(=O)OCC1=CC=CC=C1)CO[C@@H]1CC[C@@H](CC1)C1=CC=CC=C1)=N benzyl (2R,3S)-3-acetimidamido-2-((((CIS)-4-phenylcyclohexyl)oxy)methyl)pyrrolidine-1-carboxylate